2-(4-(aminomethyl)phenyl)-6-(3-methoxyphenyl)-5,7-dimethyl-2,6-dihydro-1H-pyrrolo[3,4-d]pyridazin-1-one NCC1=CC=C(C=C1)N1N=CC=2C(C1=O)=C(N(C2C)C2=CC(=CC=C2)OC)C